ClC1=C(OC2=NC=CC=C2C(=O)N)C=CC(=C1)CC(=O)NC1=NN2C(C=C(C=C2)OC)=N1 2-(2-chloro-4-(2-((7-methoxy-[1,2,4]triazolo[1,5-a]pyridin-2-yl)amino)-2-oxoethyl)phenoxy)pyridine-3-carboxamide